7-methoxy-3-((3-oxo-3-((1-(2,2,2-trifluoroethyl)pyrrolin-3-yl)oxy)propyl)amino)benzo[e][1,2,4]triazine-1,4-Dioxide COC1=CC2=C([N+](=C(N=[N+]2[O-])NCCC(OC2=CN(CC2)CC(F)(F)F)=O)[O-])C=C1